(1R,3S,5S)-N-(3-(5-fluoropyridin-3-yl)-4-(trifluoromethyl)phenyl)-3-methyl-1-(5-methyl-1,3,4-oxadiazol-2-yl)-6-azabicyclo[3.1.1]heptane-6-carboxamide FC=1C=C(C=NC1)C=1C=C(C=CC1C(F)(F)F)NC(=O)N1[C@H]2C[C@@H](C[C@@]1(C2)C=2OC(=NN2)C)C